CSC=1SC2=C(N1)C=CC=C2 2-(Methylmercapto)benzothiazole